FC(C1OCCN1)(F)F 2-(trifluoromethyl)-1,3-oxazolidine